(S)-1-(tert-butoxycarbonyl)-4-phenylpiperazine-2-carboxylic acid C(C)(C)(C)OC(=O)N1[C@@H](CN(CC1)C1=CC=CC=C1)C(=O)O